C(#N)C=1C=C(C=CC1)C1=C(C=CC(=C1)C1=NN=C(N1)C)CCN1C([C@@H]2N(CCNC2)CC1)=O (R)-8-(2-(3'-Cyano-5-(5-methyl-4H-1,2,4-triazol-3-yl)-[1,1'-biphenyl]-2-yl)ethyl)-9-oxooctahydro-2H-pyrazino[1,2-a]pyrazin